C1(=CC=CC=C1)C(=O)C1CC1 phenylcyclopropyl-methanone